N-(2-(3-(dimethylamino)pyrrolidin-1-yl)-4-fluoro-5-(2-morpholinopyrimidin-5-yl)phenyl)-6-oxo-4-(trifluoromethyl)-1,6-dihydropyridine-3-carboxamide CN(C1CN(CC1)C1=C(C=C(C(=C1)F)C=1C=NC(=NC1)N1CCOCC1)NC(=O)C1=CNC(C=C1C(F)(F)F)=O)C